(3',4',5'-trifluoro-[1,1'-biphenyl]-2-yl)-4-(5-(trifluoromethyl)-1,2,4-oxadiazol-3-yl)benzamide 3,6,9,12,15-pentaoxaheptadecane-1,17-diyl-bis(4-methylbenzenesulfonate) C(COCCOCCOCCOCCOCCC1=C(C=CC(=C1)C)S(=O)(=O)O)C1=C(C=CC(=C1)C)S(=O)(=O)O.FC=1C=C(C=C(C1F)F)C1=C(C=CC=C1)C1=C(C(=O)N)C=CC(=C1)C1=NOC(=N1)C(F)(F)F